3-[5-chloro-1-(1-cyclopropyl-1H-pyrazol-4-yl)-1H-indazol-6-yl]-3-azabicyclo[3.2.0]heptan-6-ol ClC=1C=C2C=NN(C2=CC1N1CC2CC(C2C1)O)C=1C=NN(C1)C1CC1